cyclobutandiol C1(CCC1)(O)O